3-(1,2,3-triazol-4-yl)-DL-alanine N1N=NC(=C1)C[C@H](N)C(=O)O |r|